1-{6-[(2-Fluorophenyl)methyl]-3,3-dimethyl-1H,2H,3H-pyrrolo[3,2-c]pyridin-1-yl}-2-[(2R,5R)-5-methyl-2-{[(3R)-3-methylmorpholin-4-yl]methyl}piperazin-1-yl]ethan-1-one hydrochloride Cl.FC1=C(C=CC=C1)CC1=CC2=C(C=N1)C(CN2C(CN2[C@H](CN[C@@H](C2)C)CN2[C@@H](COCC2)C)=O)(C)C